C(C1=CC=CC=C1)OC(=O)NC(=N)C=1C=C(SC1)CNC(=O)[C@H]1N([C@H]2C[C@]2(C1)C)C(CNC(CCCOC1=CC=C(C(=O)OCC)C=C1)=O)=O ethyl 4-(4-((2-((1S,3S,5S)-3-(((4-(N-((benzyloxy)carbonyl)carbamimidoyl)thiophen-2-yl)methyl)carbamoyl)-5-methyl-2-azabicyclo[3.1.0]hexan-2-yl)-2-oxoethyl)amino)-4-oxobutoxy)benzoate